C1(CC1)C(=O)NC1=CC(=C(N=N1)C(=O)N)NC=1SC(=CC1)C1=NN(C(=C1)P(=O)(C1CC1)C1CC1)C 6-(cyclopropanecarboxamido)-4-((5-(5-(dicyclopropylphosphoryl)-1-methyl-1H-pyrazol-3-yl)thiophen-2-yl)amino)pyridazine-3-carboxamide